C(CCCCCCC)SCC1=C(C(=CC=C1)O)C (octylthio)methyl-o-cresol